1,1,2,2-tetramethyl-1-(1,5,6,7-tetrahydro-s-indacen-1-yl)-2-(3-((trimethylsilyl)methyl)cyclopenta-2,4-dien-1-yl)disilane C[Si]([Si](C1C=C(C=C1)C[Si](C)(C)C)(C)C)(C1C=CC2=CC=3CCCC3C=C12)C